C1=CC=CC=2SC3=CC=CC=C3N(C12)C1=CC=C(N)C=C1 4-(10H-phenothiazin-10-yl)aniline